(R)-1-(4-(3-(5-amino-9-fluoro-8-methoxy-[1,2,4]triazolo[1,5-c]quinazolin-2-yl)piperidin-1-yl)-3-methyl-1H-pyrazol-1-yl)-2-methylpropan-2-ol NC1=NC=2C=C(C(=CC2C=2N1N=C(N2)[C@H]2CN(CCC2)C=2C(=NN(C2)CC(C)(O)C)C)F)OC